(2R,3R,4S)-2-(4-acetamido-2-oxopyrimidin-1(2H)-yl)-4-(bis(4-methoxyphenyl)(phenyl)methoxy)tetrahydrofuran-3-yl benzoate C(C1=CC=CC=C1)(=O)O[C@H]1[C@@H](OC[C@@H]1OC(C1=CC=CC=C1)(C1=CC=C(C=C1)OC)C1=CC=C(C=C1)OC)N1C(N=C(C=C1)NC(C)=O)=O